C(C)(C)(C)[C@@H]1CC=2C=C3C(=NC2CC1)SC(=C3)C(=O)N[C@H](CCN3CCCCC3)C3=CC=C(C=C3)C=3C=NC(=C(C3)Cl)O (6S)-6-tert-butyl-N-{(1R)-1-[4-(5-chloro-6-hydroxypyridin-3-yl)phenyl]-3-piperidin-1-ylpropyl}-5,6,7,8-tetrahydrothieno[2,3-b]quinoline-2-carboxamide